O1COC2=C1C=CC(=C2)N\C(\C2=CC=CC=C2)=N\OC(C2=CC=C(C=C2)C(F)(F)F)=O (E)-N-(benzo[d][1,3]dioxol-5-yl)-N'-((4-(trifluoromethyl)benzoyl)oxy)benzimidamide